N1(C=NC=C1)C1=CC=C(CN(CCC2=CC=C(C=C2)NC(=O)C2=C(C=C(C(=C2)OC)OC)NC(=O)C=2OC3=CC=CC=C3C(C2)=O)CC2=CC=C3C=NN(C3=C2)C)C=C1 N-(2-((4-(2-((4-(1H-Imidazol-1-yl)benzyl)((1-methyl-1H-indazol-6-yl)methyl)amino)ethyl)phenyl)carbamoyl)-4,5-dimethoxyphenyl)-4-oxo-4H-chromene-2-carboxamide